N-(5-cyclopropyl-1H-pyrazol-3-yl)-2-(6-(6-(oxetan-3-yl)-3,6-diazabicyclo[3.1.1]heptan-3-yl)pyridin-3-yl)quinazolin-4-amine C1(CC1)C1=CC(=NN1)NC1=NC(=NC2=CC=CC=C12)C=1C=NC(=CC1)N1CC2N(C(C1)C2)C2COC2